2,3-Dihydro-2-thioxo-1H-indole S=C1NC2=CC=CC=C2C1